3-(Cyclopropylethynyl)-6-(2,4-dimethoxypyrimidin-5-yl)-4-((1S,2S)-2-(fluoromethyl)cyclopropyl)pyridin C1(CC1)C#CC=1C=NC(=CC1[C@@H]1[C@H](C1)CF)C=1C(=NC(=NC1)OC)OC